1-[(2S)-2-[[4-[[3-(1,2-dideuterio-1-methyl-ethyl)-6-(trifluoromethyl)imidazo[1,2-a]pyridin-8-yl]amino]-1-piperidyl]methyl]morpholin-4-yl]prop-2-en-1-one [2H]C(C[2H])(C)C1=CN=C2N1C=C(C=C2NC2CCN(CC2)C[C@H]2CN(CCO2)C(C=C)=O)C(F)(F)F